(3E)-3-(dimethylcarbamoyl-imino)-1,1-dimethyl-urea CN(C(=O)\N=N\C(N(C)C)=O)C